Cl\C(=C/C1SCCCS1)\C1=CC=C(C=C1)C (Z)-2-(2-chloro-2-(4-methylphenyl)vinyl)-1,3-dithiane